ClC1=C(C=CC=C1)[C@@H](C(=O)NC1CC(C1)(F)F)N(C(=O)[C@H]1N(C(COC1)=O)C1=NC=CC=N1)C1=CC(=CC=C1)F (S)-N-((S)-1-(2-chlorophenyl)-2-((3,3-difluorocyclobutyl)amino)-2-oxoethyl)-N-(3-fluorophenyl)-5-oxo-4-(pyrimidin-2-yl)morpholine-3-carboxamide